O=C1NCCC2=CC(=CC=C12)C1=CNC2=NC=C(C=C21)NC(C2=CC(=NC=C2)N2CCNCC2)=O N-(3-(1-oxo-1,2,3,4-tetrahydroisoquinolin-6-yl)-1H-pyrrolo[2,3-b]pyridin-5-yl)-2-(piperazin-1-yl)isonicotinamide